NCC(CC(=O)O)[C@@H](C)[C@H]1CC[C@H]2[C@@H]3CCC4CCCC[C@]4(C)[C@H]3CC[C@]12C 22-aminomethyl-cholanic acid